COC=1C=C(C=CC1OC)C=1N=C2N(C(C1)=O)C=C(C=C2OC)N2CCNCC2 2-(3,4-dimethoxyphenyl)-9-methoxy-7-(piperazin-1-yl)-4H-pyrido[1,2-a]pyrimidin-4-one